OC1C(C=NN1CC1=CC=C(C=C1)OC)C(=O)OCC Ethyl 5-hydroxy-1-(4-methoxybenzyl)4H-pyrazole-4-carboxylate